OC(=O)C(F)(F)F.N1CC(C1)COC1=CC=C(C=C1)C=1SC(=CN1)CNC(=O)C1=CC2=C(S(C3=C(C(N2)=O)C=CC=C3)(=O)=O)C=C1 N-((2-(4-(azetidin-3-ylmethoxy)phenyl)thiazol-5-yl)methyl)-11-oxo-10,11-dihydrodibenzo[b,f][1,4]thiazepine-8-carboxamide 5,5-dioxide TFA salt